OC=1C=C(C(N)=NO)C=CC1O 3,4-dihydroxybenzamidoxime